FC1=C(C=CC=C1COC1=NC=2CCN(CC2C=C1)CCO)C1=CC=CC=C1 2-(2-((2-Fluoro-[1,1'-biphenyl]-3-yl)methoxy)-7,8-dihydro-1,6-naphthyridin-6(5H)-yl)ethan-1-ol